3,7-dimethyl-xanthine CN1C(NC(C=2N(C=NC12)C)=O)=O